(1s,2s)-1-(4-(benzylthio)phenoxy)-6-chloro-2-(piperazin-1-yl)-2,3-dihydro-1H-indene-4-carbonitrile C(C1=CC=CC=C1)SC1=CC=C(O[C@@H]2[C@H](CC=3C(=CC(=CC23)Cl)C#N)N2CCNCC2)C=C1